(R)-(6-((3,4-dichlorophenyl)sulfonyl)-1-(3,4-difluorophenyl)-4,4a,5,6,7,8-hexahydro-1H-pyrazolo[3,4-g]isoquinolin-4a-yl)(pyridin-2-yl)methanone ClC=1C=C(C=CC1Cl)S(=O)(=O)N1C[C@]2(CC3=C(C=C2CC1)N(N=C3)C3=CC(=C(C=C3)F)F)C(=O)C3=NC=CC=C3